(1R,2S)-2-(3-{[5-chloro-6-(3-hydroxyazetidin-1-yl)pyrimidin-4-yl]amino}-1H-indazol-6-yl)-1'-ethyl-5'-methoxyspiro[cyclopropane-1,3'-indol]-2'-one ClC=1C(=NC=NC1N1CC(C1)O)NC1=NNC2=CC(=CC=C12)[C@@H]1C[C@@]12C(N(C1=CC=C(C=C21)OC)CC)=O